C(C)N(CC)CCOC(C=C)=O Diethylaminoethyl-acrylat